C(C1=CC=NC=C1)N1[C@@H](CCC1)C(=O)O isonicotinyl-proline